C12(CC3CC(CC(C1)C3)C2)C=2C=C(OCC(=O)NC3=C(C(=O)O)C=C(C=C3)Cl)C=CC2 ((3-(adamantan-1-yl)phenoxy)acetyl)amino-5-chlorobenzoic acid